1-(2-((1S,3aS,3bS,5aR,7S,10aS,10bS,12aS)-10a-ethyl-7-hydroxy-7,12a-dimethyloctadecahydrocyclohepta[a]cyclopenta[f]naphthalen-1-yl)-2-oxoethyl)-1H-pyrazole-4-carbonitrile C(C)[C@]12[C@H](CC[C@H]3[C@H]4[C@](CC[C@H]13)([C@H](CC4)C(CN4N=CC(=C4)C#N)=O)C)C[C@@](CCC2)(C)O